2-((tert-Butoxycarbonyl)(isopropyl)amino)acetic acid C(C)(C)(C)OC(=O)N(CC(=O)O)C(C)C